3-[4-[2-(2-chlorophenyl)-6-oxo-1H-pyridin-4-yl]-2-pyridinyl]-1,1-dimethyl-urea ClC1=C(C=CC=C1)C=1NC(C=C(C1)C1=CC(=NC=C1)NC(N(C)C)=O)=O